N1CCC(=CC1)C=1C(=NC=CN1)NC=1C=NC(=CC1)C(F)(F)F 3-(1,2,3,6-tetrahydropyridin-4-yl)-N-(6-(trifluoromethyl)pyridin-3-yl)pyrazin-2-amine